9-cyclopentyl-N8-phenyl-N2-(4-(piperazin-1-yl)phenyl)-9H-purine-2,8-diamine C1(CCCC1)N1C2=NC(=NC=C2N=C1NC1=CC=CC=C1)NC1=CC=C(C=C1)N1CCNCC1